OCCOC1=C(C(=O)O)C=CC=C1 hydroxyethoxybenzoic acid